C(C1=CC=CC=C1)(=O)OC(C)(C=C)CCC=C(C)C linalyl benzoate